OC[C@H]1CN(CC1)C=1C=C2CN(C(C2=CC1)=O)C1C(NC(CC1)=O)=O 3-(5-((R)-3-(hydroxymethyl)pyrrolidin-1-yl)-1-oxoisoindolin-2-yl)piperidine-2,6-dione